ClC1=C(C(=CC=2NC(=NC21)[C@@H](CCO)C2=CC=C(C=C2)S(=O)(=O)CC)Cl)N2CCC(CC2)(F)F (S)-3-(4,6-dichloro-5-(4,4-difluoropiperidin-1-yl)-1H-benzo[d]imidazol-2-yl)-3-(4-(ethylsulfonyl)phenyl)propan-1-ol